(2R)-2-(6-{5-chloro-2-[(oxacyclohex-4-yl)amino]pyrimidin-4-yl}-1-oxo-2,3-dihydro-1H-isoindol-2-yl)-N-[(1S)-1-(2-fluoro-3-methylphenyl)-2-hydroxyethyl]propionamide ClC=1C(=NC(=NC1)NC1CCOCC1)C1=CC=C2CN(C(C2=C1)=O)[C@@H](C(=O)N[C@H](CO)C1=C(C(=CC=C1)C)F)C